4-(1-(4-methoxybenzyl)-2-methyl-1H-imidazo[4,5-b]pyrazin-6-yl)-6-methyl-1H-pyrrolo[2,3-c]pyridin-7(6H)-one COC1=CC=C(CN2C(=NC=3C2=NC(=CN3)C=3C2=C(C(N(C3)C)=O)NC=C2)C)C=C1